C(C1=CC=C(C=C1)N(C(=O)NC)C)C1=CC=C(C=C1)N(C(=O)NC)C 4,4'-methylenebis-(phenyl-dimethyl-urea)